(2S,3S)-3-(2-(5-chloro-1H-pyrrolo[2,3-b]pyridin-3-yl)-5-fluoro-7H-pyrrolo[2,3-d]pyrimidin-7-yl)bicyclo[2.2.2]octane-2-carboxylic acid ethyl ester hydrochloride Cl.C(C)OC(=O)[C@H]1C2CCC([C@@H]1N1C=C(C3=C1N=C(N=C3)C3=CNC1=NC=C(C=C13)Cl)F)CC2